2-(4-(4-(aminomethyl)-1-oxo-1,2-dihydrophthalazin-6-yl)-1-isopropyl-1H-pyrazol-5-yl)benzo[b]thiophene-3-carbonitrile NCC1=NNC(C2=CC=C(C=C12)C=1C=NN(C1C1=C(C2=C(S1)C=CC=C2)C#N)C(C)C)=O